(2R)-1-(acetyloxy)-3-[(3R,4S)-3-fluoro-4-[(2-{3-[(2-methoxy-4-sulfamoylphenyl)amino]prop-1-yn-1-yl}-1-(2,2,2-trifluoroethyl)-1H-indol-4-yl)amino]piperidin-1-yl]propan-2-yl acetate C(C)(=O)O[C@@H](COC(C)=O)CN1C[C@H]([C@H](CC1)NC1=C2C=C(N(C2=CC=C1)CC(F)(F)F)C#CCNC1=C(C=C(C=C1)S(N)(=O)=O)OC)F